C=CC1CC2CC1C=C2 VINYLNORBORNENE